FC=1C(=CC(=NC1)OC)C1=CC(=NN1COCC[Si](C)(C)C)C(=O)N1C(CC(C(C1)C)C(=O)OC)C methyl 1-[5-(5-fluoro-2-methoxypyridin-4-yl)-1-[[2-(trimethylsilyl)ethoxy]methyl]pyrazole-3-carbonyl]-2,5-dimethylpiperidine-4-carboxylate